C(C)(C)(C)OC(=O)N1C(CCCC1)C1=CC(=C(C(=C1)C)C=1C=C2C(=CN1)N(N=C2C=2C=NN(C2)C)COCC[Si](C)(C)C)F (3-fluoro-5-methyl-4-(3-(1-methyl-1H-pyrazol-4-yl)-1-((2-(trimethylsilyl)ethoxy)methyl)-1H-pyrazolo[3,4-c]pyridin-5-yl)phenyl)piperidine-1-carboxylic acid tert-butyl ester